(5-tert-butoxycarbonyl-6,7-dihydro-4H-pyrazolo[1,5-a]pyrazine-2-yl)boronic acid C(C)(C)(C)OC(=O)N1CC=2N(CC1)N=C(C2)B(O)O